Cl.N[C@@H]1CN(CC[C@H]1F)C1=NC2=C(N1[C@H](C)C1=CC=C(C#N)C=C1)C=CC=C2 4-((R)-1-(2-((3R,4R)-3-Amino-4-fluoropiperidin-1-yl)-1H-benzo[d]imidazol-1-yl)ethyl)benzonitril-hydrochlorid